6-[5-({[1-(4-fluorophenyl)cyclopropyl]methyl}carbamoyl)-6-methoxypyridin-3-yl]-N-methyl-1H-indazole-3-carboxamide FC1=CC=C(C=C1)C1(CC1)CNC(=O)C=1C=C(C=NC1OC)C1=CC=C2C(=NNC2=C1)C(=O)NC